C(CCCCCCCCCCCCCCCCC)(=O)OC[C@@H](OC(CCCCCCCCCCCCCCCCC)=O)COP(=O)(O)OCCN 1,2-Distearoyl-SN-Glycero-3-Phosphoethanolamine